FC1=C(C#N)C=CC(=C1)C=1C2=C(C=NC1C=1C=C3C=NN(C3=CC1F)C)N(C=N2)CC2CCN(CC2)C 2-fluoro-4-(6-(6-fluoro-1-methyl-1H-indazol-5-yl)-3-((1-methylpiperidin-4-yl)methyl)-3H-imidazo[4,5-c]pyridin-7-yl)benzonitrile